C(CCCCCCCCCCC)OC(O)=O laurylcarbonic acid